C(C)(C)(C)[C@H]1C=2C=C(C(NC2C2=C(C1)N1C(=N2)C(=CC(=C1)OC)OC(F)F)=O)C(=O)O (S)-5-(tert-butyl)-11-(difluoromethoxy)-9-methoxy-2-oxo-1,2,5,6-tetrahydropyrido[2',1':2,3]imidazo[4,5-h]quinoline-3-carboxylic acid